COCOCC1NC(C=2N(C1)C=CC2)=O 3-((methoxymethoxy)methyl)-3,4-dihydropyrrolo[1,2-a]pyrazin-1(2H)-one